C(C)(C)(C)OC(NC1=CC(=C(C(=C1)C(F)F)F)[C@@H](C)N)=O (R)-(3-(1-aminoethyl)-5-(difluoromethyl)-4-fluorophenyl)carbamic acid tert-butyl ester